BrC1=CC2=C(N=C(N=C2N2CCC3(CCN(C3)C(=O)OC(C)(C)C)CC2)C2=CC=NC=C2)C=N1 tert-butyl 8-[6-bromo-2-(4-pyridyl) pyrido[3,4-d]pyrimidin-4-yl]-2,8-diazaspiro[4.5]decane-2-carboxylate